FC=1C=C2C(=CNC2=CC1)CCO 2-(5-fluoro-1H-indol-3-yl)ethanol